(5-carboxypentyl)-1,2-dimethyl-3-(3-sulfopropyl)-1H-benzo[e]indol-3-ium C(=O)(O)CCCCCC1(C(=[N+](C=2C=CC3=C(C12)C=CC=C3)CCCS(=O)(=O)O)C)C